COC(=O)N1CCCCCC1 azepane-1-carboxylic acid methyl ester